((2-methyl-2-propyl) phenyl) propionate C(CC)(=O)OC1=C(C=CC=C1)C(C)(C)C